(2r,4s)-2-[2-[3-chloro-4-(trifluoromethyl)phenyl]-7-azaspiro[3.5]nonane-7-carbonyl]-5-azaspiro[3.4]octan-6-one ClC=1C=C(C=CC1C(F)(F)F)C1CC2(C1)CCN(CC2)C(=O)C2CC1(C2)NC(CC1)=O